ClC1=CC(=C(CN2C3=C(OCC2)C=CC=C3)C=C1)F 4-(4-Chloro-2-fluorobenzyl)-3,4-dihydro-2H-benzo[b][1,4]oxazin